4-(3-((5-(difluoromethyl)-2-((2-ethyl-4-(4-methylpiperazin-1-yl)phenyl)amino)pyrimidin-4-yl)amino)propyl)-1,4-oxazepan-5-one FC(C=1C(=NC(=NC1)NC1=C(C=C(C=C1)N1CCN(CC1)C)CC)NCCCN1CCOCCC1=O)F